COC1=C(C(=CC(=C1)C(F)(F)F)C)C1=CN=C2C(=N1)N(N=N2)CC2=CC=C(C=C2)OC 6-(2-methoxy-6-methyl-4-(trifluoromethyl)phenyl)-1-(4-methoxybenzyl)-1H-[1,2,3]triazolo[4,5-b]pyrazine